tert-butyl (S)-4-(7-bromo-2,8-difluoroquinazoline-4-yl)-2-(cyanomethyl)piperazine-1-carboxylate BrC1=CC=C2C(=NC(=NC2=C1F)F)N1C[C@@H](N(CC1)C(=O)OC(C)(C)C)CC#N